(1R)-N-(7-chloro-6-(4-((3R,4R)-4-hydroxy-3-methyltetrahydrofuran-3-yl)piperazin-1-yl)isoquinolin-3-yl)-3-oxabicyclo[3.1.0]hexane-6-carboxamide ClC1=C(C=C2C=C(N=CC2=C1)NC(=O)C1C2COC[C@@H]12)N1CCN(CC1)[C@@]1(COC[C@@H]1O)C